F\C=C/1\[C@](CN(CC1)C)(C)CO ((S)-(E)-4-fluoromethylene-1-methyl-3-methylpiperidin-3-yl)methanol